O[C@@H]1[C@@H](O)[C@@H](O)[C@H](O)[C@H](O1)CO alpha-Mannose